N1=CN=C2C1=CC=1C=CC=NC1C2 imidazo[4,5-g]quinoline